FC(C(C(F)(F)F)(O)C1=CC=C(C=C1)NC(=O)C1N(CC2=CC(=CC=C12)S(=O)(=O)C)C(=O)OC(C)(C)C)(F)F tert-Butyl 1-{[4-(1,1,1,3,3,3-hexafluoro-2-hydroxypropan-2-yl)phenyl]carbamoyl}-5-(methylsulfonyl)-1,3-dihydro-2H-isoindole-2-carboxylate